COC(C(C(=O)OC)C1=C(C(=O)O)C=CC(=C1)[N+](=O)[O-])=O 2-(1,3-dimethoxy-1,3-dioxoprop-2-yl)-4-nitrobenzoic acid